(Sa)-6-(4-Fluoro-1-((4'-methoxy-[1,1'-biphenyl]-4-yl)methyl)-1H-indol-7-carboxamido)-spiro[3.3]heptan FC1=C2C=CN(C2=C(C=C1)C(=O)NC1CC2(CCC2)C1)CC1=CC=C(C=C1)C1=CC=C(C=C1)OC